C1OCC(N2[C@@H]1CCC2)C(=O)OC methyl (8aR)-hexahydro-1H-pyrrolo[2,1-C][1,4]oxazine-4-carboxylate